CN(C1CN(CC1)C=1C2=CN(N=C2C(=CC1)C(=O)N)C)C 4-[3-(dimethylamino)pyrrolidin-1-yl]-2-methylindazole-7-carboxamide